FC1=C2CN(CC2=CC=C1)C(=O)NC1=CC=C(C=C1)C1CCN(CC1)S(N)(=O)=O 4-fluoro-N-(4-(1-sulfamoylpiperidin-4-yl)phenyl)isoindoline-2-carboxamide